ClC=1C(=C(C2=C(N(CCO2)CC)C1)C(=O)O)F 6-Chloro-4-ethyl-7-fluoro-3,4-dihydro-2H-1,4-benzoxazine-8-carboxylic acid